5-butyl-bicyclo[2.2.1]hepta-2-ene C(CCC)C1C2C=CC(C1)C2